C(C)NC=1C(=C(C(=O)[O-])C(=C(C1I)NCC)I)I 3,5-diethylamino-2,4,6-triiodobenzoate